COC1=C2C(=NC(=C1)C1=CN(C3=CN=C(C=C31)NC(C)=O)C)C3(CCOCC3)OC2 N-(3-(4-Methoxy-2',3',5',6'-Tetrahydro-5H-Spiro[Furo[3,4-b]Pyridine-7,4'-Pyran]-2-yl)-1-Methyl-1H-Pyrrolo[2,3-c]Pyridin-5-yl)Acetamide